2-(4-((2-ethoxy-5-(4-methylpiperazin-1-yl)phenyl)(methyl)amino)phenoxy)pyrido[3,4-d]pyrimidin-4-ol C(C)OC1=C(C=C(C=C1)N1CCN(CC1)C)N(C1=CC=C(OC=2N=C(C3=C(N2)C=NC=C3)O)C=C1)C